C(C)(C)(C)C1CCC(CC1)NC(=O)NC1=CC(=C(C=C1)C1=CC(=C(C=C1)OC)OC)C=1N=NNN1 1-(4-(tert-butyl)cyclohexyl)-3-(3',4'-dimethoxy-2-(2H-tetrazol-5-yl)-[1,1'-biphenyl]-4-yl)urea